Dimethylsilyl-(tetramethylcyclopentadienyl)(trimethylsilylmethylene-cyclopentadiene) hafnium [Hf].C[SiH](C)C1=C(C(C=C1)=C[Si](C)(C)C)C1(C(=C(C(=C1)C)C)C)C